2'-chloro-5'-methoxy-6-methyl-N-[5-(1H-pyrazole-4-carbonyl)-4H,5H,6H-pyrrolo[3,4-d][1,3]thiazol-2-yl]-[4,4'-bipyridine]-3-carboxamide ClC1=NC=C(C(=C1)C1=C(C=NC(=C1)C)C(=O)NC=1SC2=C(N1)CN(C2)C(=O)C=2C=NNC2)OC